2-((2-(2,6-dioxopiperidin-3-yl)-6-(fluorosulfonyl)-1-oxoisoindolin-4-yl)oxy)acetic acid O=C1NC(CCC1N1C(C2=CC(=CC(=C2C1)OCC(=O)O)S(=O)(=O)F)=O)=O